5-(2-hydroxypropan-2-yl)thiazole-2-sulfonamide OC(C)(C)C1=CN=C(S1)S(=O)(=O)N